4-(2-(7,8-Dimethyl-[1,2,4]triazolo[4,3-a]pyridin-6-yl)-3-isopropyl-1H-indol-5-yl)-N-methylcyclohexan-1-amin CC1=C(C=2N(C=C1C=1NC3=CC=C(C=C3C1C(C)C)C1CCC(CC1)NC)C=NN2)C